Monochloromethane tert-butyl-4-[5-(2-bromoacetyl)thiazol-2-yl]-4-methoxy-piperidine-1-carboxylate C(C)(C)(C)OC(=O)N1CCC(CC1)(OC)C=1SC(=CN1)C(CBr)=O.ClC